(1'R,2'S)-3-(2-nitrocyclopropyl)alanine [N+](=O)([O-])C1C(C1)C[C@H](N)C(=O)O